(6R)-6-benzyloxy-12,12-dimethyl-17-nitro-6,15-bis(trifluoromethyl)-19-oxa-3,4,13,18-tetrazatricyclo[12.3.1.12,5]nonadeca-1(18),2,4,8,14,16-hexaen-10-ol C(C1=CC=CC=C1)O[C@]1(C2=NN=C(C=3C(=CC(=C(NC(CC(C=CC1)O)(C)C)N3)C(F)(F)F)[N+](=O)[O-])O2)C(F)(F)F